C(CCC)(=O)NC1=CC=C(C=C1)O para-butyrylaminophenol